CN1CCN(CC1)C1=CC=2N(C=C1)C(=CN2)C2=CC=C(N)C=C2 4-(7-(4-methylpiperazin-1-yl)imidazo[1,2-a]pyridin-3-yl)aniline